ClC1=CC=C(C=C1)N1C=NC(=C1)NC1CC1 (1-(4-chlorophenyl)-1H-imidazol-4-yl)cyclopropylamine